(S)-5-(5-(5-chloro-2-methoxypyridin-4-yl)-1H-pyrazole-3-carbonyl)-N-(3-chlorobenzyl)-5-azaspiro[3.5]nonane-8-carboxamide ClC=1C(=CC(=NC1)OC)C1=CC(=NN1)C(=O)N1C2(CCC2)C[C@H](CC1)C(=O)NCC1=CC(=CC=C1)Cl